C1(CC1)C([C@@H](C(=O)NC1=C(C=C(C(=C1)CN(C)C)[C@@H](C(NCC(F)(F)F)=O)C)F)NC(OC(C)(C)C)=O)C1CC1 tert-butyl ((S)-1,1-dicyclopropyl-3-((5-((dimethylamino)methyl)-2-fluoro-4-((S)-1-oxo-1-((2,2,2-trifluoroethyl)amino)propan-2-yl)phenyl)amino)-3-oxopropan-2-yl)carbamate